(S)-2-Phenyl-1-(2,2,2-trifluoroacetyl)piperidin-4-one C1(=CC=CC=C1)[C@H]1N(CCC(C1)=O)C(C(F)(F)F)=O